tert-butyl ((S)-2-((4-((S or R)-2-methoxy-1-((S)-2-oxo-4-(trifluoromethyl)imidazolidin-1-yl)ethyl)pyridin-2-yl)amino)-1-((1r,4S)-4-methylcyclohexyl)-2-oxoethyl)carbamate COC[C@@H](N1C(N[C@@H](C1)C(F)(F)F)=O)C1=CC(=NC=C1)NC([C@H](C1CCC(CC1)C)NC(OC(C)(C)C)=O)=O |o1:3|